C1(=C(C=CC=C1)C=CC(=O)O)C 3-(o-tolyl)acrylic acid